NC1=NC=CC=C1C1=NC=2C(=NC(=CC2)C2=CC=CC=C2)N1C1=CC=C(CN2CCN(CC2)C2=CC(=C(C=O)C=C2F)O)C=C1 4-(4-(4-(2-(2-aminopyridin-3-yl)-5-phenyl-3H-imidazo[4,5-b]pyridin-3-yl)benzyl)piperazin-1-yl)-5-fluoro-2-hydroxybenzaldehyde